5-(3-(ethoxycarbonyl)-2-((4-fluorophenoxy)methyl)-5-oxo-7,8,9,9a-tetrahydro-5H-pyrido[2,3-a]pyrrolizin-4-yl)thiophene-2-carboxylic acid C(C)OC(=O)C1=C(C2=C(C3CCCN3C2=O)N=C1COC1=CC=C(C=C1)F)C1=CC=C(S1)C(=O)O